(4-(1-(2-hydroxyethyl)-1H-1,2,3-triazol-4-yl)benzyl)-2-(2-isopropylphenyl)-7,9-dihydro-8H-purin-8-one OCCN1N=NC(=C1)C1=CC=C(CN2C3=NC(=NC=C3NC2=O)C2=C(C=CC=C2)C(C)C)C=C1